trans-4-(1-Methyl-1H-pyrrolo[3,2-b]pyridin-5-yl)cyclohexanecarbaldehyde CN1C=CC2=NC(=CC=C21)[C@@H]2CC[C@H](CC2)C=O